4-(2-cyclopropyl-1,3-thiazol-4-yl)-4-methylpiperidine hydrochloride Cl.C1(CC1)C=1SC=C(N1)C1(CCNCC1)C